3-chloro-N-((2-(6-((cis)-2,6-dimethylmorpholino)-4-fluoropyridin-2-yl)-1,6-naphthyridin-7-yl)methyl)-5-((2-hydroxyethyl)sulfonyl)benzamide ClC=1C=C(C(=O)NCC2=NC=C3C=CC(=NC3=C2)C2=NC(=CC(=C2)F)N2C[C@@H](O[C@@H](C2)C)C)C=C(C1)S(=O)(=O)CCO